Methyl-2,2'-azobis(2-methylpropionat) COC(C(C)(C)N=NC(C(=O)[O-])(C)C)=O